Methyl 3-chloro-6-(2,2-difluoro-4-methoxy-7-vinylbenzo[d][1,3]dioxol-5-yl)-5-fluoropicolinate ClC=1C(=NC(=C(C1)F)C1=C(C2=C(OC(O2)(F)F)C(=C1)C=C)OC)C(=O)OC